indole-7-ol N1C=CC2=CC=CC(=C12)O